OCCCCN(CCCN(CCC(=O)[O-])CCC(=O)OCCCCCCCCCCCCCCCCCCCCC)CCC(OCCCCCCCCCCC)=C=O Heneicosyl 3,3'-((3-((4-hydroxybutyl)(3-carbonyl-3-(undecanyloxy)propyl)amino)propyl)azanediyl)dipropionate